FC(C1=CC=C(OC2=C3CCN(CC3=CC=C2)C2CN(C2)C(=O)OC(C)(C)C)C=C1)(F)F tert-butyl 3-(5-(4-(trifluoromethyl)phenoxy)-3,4-dihydroisoquinolin-2(1H)-yl)azetidine-1-carboxylate